(1S,1'S)-(3,3'-Diacetyl-5-methoxy-4,4'-dioxo-4H,4'H-[8,8'-bichromene]-2,2'-diyl)bis(2-methylpropane-1,1-diyl) Diacetate C(C)(=O)O[C@@H](C(C)C)C=1OC2=C(C=CC(=C2C(C1C(C)=O)=O)OC)C=1C=CC=C2C(C(=C(OC12)[C@H](C(C)C)OC(C)=O)C(C)=O)=O